ClC1=CC=C(CN2C=NC(=C2C#N)C#N)C=C1 1-(4-chlorobenzyl)-1H-imidazole-4,5-dicarbonitrile